FC1(CN(CC[C@H]1N(C(=O)NC=1C(N(C=C(C1)C(F)(F)F)C)=O)C)C=1C=C2C(=NC1)NN=C2C2CCN(CC2)C)F (R)-1-(3,3-difluoro-1-(3-(1-methylpiperidin-4-yl)-1H-pyrazolo[3,4-b]pyridin-5-yl)piperidin-4-yl)-1-methyl-3-(1-methyl-2-oxo-5-(trifluoromethyl)-1,2-dihydropyridin-3-yl)urea